FC1(CC(C1)NC1=NN2C(C=N1)=C(C=C2)C=2C=C1C=CC=NC1=CC2)F N-(3,3-difluorocyclobutyl)-5-(quinolin-6-yl)pyrrolo[2,1-f][1,2,4]triazin-2-amine